2-(3,5-bis(trifluoromethyl)phenoxy)acetamide FC(C=1C=C(OCC(=O)N)C=C(C1)C(F)(F)F)(F)F